N-(4-((4-(3,5-Dichlorophenyl)piperazin-1-yl)sulfonyl)phenyl)-2-(2H-1,2,3-triazol-2-yl)benzamide ClC=1C=C(C=C(C1)Cl)N1CCN(CC1)S(=O)(=O)C1=CC=C(C=C1)NC(C1=C(C=CC=C1)N1N=CC=N1)=O